N-(5-Chloro-6-(2H-1,2,3-triazol-2-yl)pyridin-3-yl)-1-(isothiazolo[5,4-b]pyridin-3-yl)-5-(trifluoromethyl)-1H-pyrazol-4-carboxamid ClC=1C=C(C=NC1N1N=CC=N1)NC(=O)C=1C=NN(C1C(F)(F)F)C1=NSC2=NC=CC=C21